[6-(3-cyclopropyl-1H-1,2,4-triazol-5-yl)-2-azaspiro[3.3]heptan-2-yl]-[3-[3-[[4-(trifluoromethyl)-2-pyridyl]oxymethyl]-1-bicyclo[1.1.1]pentanyl]azetidin-1-yl]methanone C1(CC1)C1=NNC(=N1)C1CC2(CN(C2)C(=O)N2CC(C2)C23CC(C2)(C3)COC3=NC=CC(=C3)C(F)(F)F)C1